O1COC2=C1C=CC=C2CNCC2=C(C=NC=C2)N2CCCCC2 1-(1,3-benzodioxol-4-yl)-N-[[3-(1-piperidinyl)-4-pyridinyl]methyl]-methanamine